1-(3-(4-(1-methyl-1H-pyrazol-3-yl)-6-(pentan-2-yl)pyridin-3-yl)pyrrolidin-1-yl)prop-2-en-1-one CN1N=C(C=C1)C1=C(C=NC(=C1)C(C)CCC)C1CN(CC1)C(C=C)=O